3-Methyl-1-(5-(4-(Trifluoromethyl)Phenyl)-4-(4-(Trifluoromethyl)Piperidin-1-yl)Thiazol-2-yl)-1H-Pyrazole-5-Carboxylic Acid CC1=NN(C(=C1)C(=O)O)C=1SC(=C(N1)N1CCC(CC1)C(F)(F)F)C1=CC=C(C=C1)C(F)(F)F